C(#N)/C(/C(=O)N[C@H](C)C1=CC(=C(C=C1)OC)OC)=C\C1=CNC2=NC=C(C=C21)C2=CC=C(C=C2)OCCN(C)C (R,E)-2-cyano-N-(1-(3,4-dimethoxyphenyl)ethyl)-3-(5-(4-(2-(dimethylamino)ethoxy)phenyl)-1H-pyrrolo[2,3-b]pyridin-3-yl)acrylamide